3-(3-Methyl-2-oxo-1,3-benzoxazol-6-yl)-N-(4-phenylbutyl)piperidine-1-carboxamide tert-Butyl-5-(trifluoromethylsulfonyloxy)-3,6-dihydro-2H-pyridine-1-carboxylate C(C)(C)(C)OC(=O)N1CCC=C(C1)OS(=O)(=O)C(F)(F)F.CN1C(OC2=C1C=CC(=C2)C2CN(CCC2)C(=O)NCCCCC2=CC=CC=C2)=O